ClCC1=C(N=C(S1)C=1C=NC(=CC1)C)C 5-(chloromethyl)-4-methyl-2-(6-methyl-3-pyridinyl)thiazole